1,5-dioxaspiro(5.5)undecane-3,3-dicarboxylic acid, bis(1,2,2,6,6-pentamethyl-4-piperidinyl) ester O1CC(COC12CCCCC2)(C(=O)OC2CC(N(C(C2)(C)C)C)(C)C)C(=O)OC2CC(N(C(C2)(C)C)C)(C)C